methyl (7S)-2-[(5-fluoro-2-methoxyphenyl) (hydroxy) methyl]-3-[(1r,3r)-3-(methoxycarbonyl) cyclohexyl]-7-methyl-3h,6h,7h,8h,9h-imidazo[4,5-f]quinoline-6-carboxylate FC=1C=CC(=C(C1)C(C=1N(C=2C(=C3CC[C@@H](N(C3=CC2)C(=O)OC)C)N1)[C@H]1C[C@@H](CCC1)C(=O)OC)O)OC